C1(=CC=CC=C1)C1=CC=CC=2C3=C(SC21)C(=CC=C3)C3=NC(=NC(=N3)C=3C=C(C=CC3)C3=CC=CC=C3)C=3C=C(C=CC3)C3=CC=CC=C3 2-(6-phenyldibenzothiophen-4-yl)-4,6-bis(1,1'-biphenyl-3-yl)-1,3,5-triazine